ClC1=CC(=C(CNC(=O)C2=CC=C3CCN(CC3=C2)CC2=NC=3C(=NC(=CC3)C(=O)O)N2C[C@H]2OCC2)C=C1)F (S)-2-((7-((4-chloro-2-fluorobenzyl)carbamoyl)-3,4-dihydroisoquinolin-2(1H)-yl)methyl)-3-(oxetan-2-ylmethyl)-3H-imidazo[4,5-b]pyridine-5-carboxylic acid